epoxypropyl oleate C(CCCCCCC\C=C/CCCCCCCC)(=O)OCC1CO1